C(C)(C)(C)NC(C(=CC=1C=C(OCCC(=O)N[C@@H](CC2=CC=CC=C2)B(O)O)C=CC1)C#N)=O (R)-1-(3-(3-(3-(tert-butylamino)-2-cyano-3-oxoprop-1-enyl)phenoxy)propanamido)-2-phenylethyl-boronic acid